5-bromobenzothiophene 1,1-dioxide BrC=1C=CC2=C(C=CS2(=O)=O)C1